C(C)(C)(C)OC(NC1CN(C(C1)=O)OCC1=CC=CC=C1)=O 1-benzyloxy-5-oxo-pyrrolidine-3-carbamic acid tertiary butyl ester